C(C)(C)(C)N=[Nb](C1C=CC=C1)(N(C)C)N(C)C (t-butylimino)bis(dimethylamino)(cyclopentadienyl)niobium